(S)-N-(3,3-dimethyl-1-oxobutan-2-yl)-1-(pyrazin-2-yl)-1a,2,5,5a-tetrahydro-1H-2,3-diaza-cyclopropa[a]pentalene-3-carboxamide CC(C(C=O)NC(=O)N1C=C2CC3C(C2N1)[C@H]3C3=NC=CN=C3)(C)C